N-(9-(5-(benzo[b]thiophene-3-carboxamido)-6-(o-tolylamino)nicotinamido)nonyl)-2-(2,6-dioxopiperidin-3-yl)-1-oxoisoindoline-5-carboxamide S1C2=C(C(=C1)C(=O)NC=1C(=NC=C(C(=O)NCCCCCCCCCNC(=O)C=3C=C4CN(C(C4=CC3)=O)C3C(NC(CC3)=O)=O)C1)NC1=C(C=CC=C1)C)C=CC=C2